3-((4-amino-2-(ethoxymethyl)-1-(2-hydroxy-2-methylpropyl)-1H-imidazo[4,5-c]quinolin-7-yl)methyl)-N-(2-aminoethyl)benzamide NC1=NC=2C=C(C=CC2C2=C1N=C(N2CC(C)(C)O)COCC)CC=2C=C(C(=O)NCCN)C=CC2